1-(3-bromophenyl)-3,5-dimethyl-2,3-dihydro-1H-pyrazole BrC=1C=C(C=CC1)N1NC(C=C1C)C